BrC=1SC2=C(N1)C(=CC1=C2OC(CO1)CO)F (2-bromo-4-fluoro-7,8-dihydro-[1,4]dioxino[2',3':3,4]benzo[1,2-d]thiazol-8-yl)methanol